3-(((1R)-1-(2-cyano-3-(5,5-difluoro-2-azabicyclo[2.2.1]heptan-2-yl)-7-methylquinoxalin-5-yl)ethyl)amino)picolinic acid C(#N)C1=NC2=CC(=CC(=C2N=C1N1C2CC(C(C1)C2)(F)F)[C@@H](C)NC=2C(=NC=CC2)C(=O)O)C